L-valyl-(4R)-N-{(1R)-2-(dimethylamino)-1-[4-(4-methyl-1,3-thiazol-5-yl)phenyl]ethyl}-4-hydroxy-L-prolinamide N[C@@H](C(C)C)C(=O)N1[C@@H](C[C@H](C1)O)C(=O)N[C@@H](CN(C)C)C1=CC=C(C=C1)C1=C(N=CS1)C